C(CCCCCCC\C=C/CCCCCCCC)(=O)[C] oleoyl-carbon